2-(acetylaminoethoxy)-p-phenylenediamine C(C)(=O)NCCOC1=C(C=CC(=C1)N)N